C1=CC=CC=2N(CC3=C(C#CC21)C=CC=C3)C(CCC(=O)O)=O 4-(11,12-didehydrodibenzo[b,f]azocin-5(6H)-yl)-4-oxobutanoic acid